BrC=1C=C2C(N(C(=NC2=CC1)[C@@H](CCC)N1CCN([C@H](CC1)C)C)CC)=O 6-Bromo-2-((R)-1-((S)-4,5-dimethyl-1,4-diazepan-1-yl)butyl)-3-ethylquinazolin-4(3H)-one